4-[4-(methylaminomethyl)phenoxy]isoindoline-1,3-dione CNCC1=CC=C(OC2=C3C(NC(C3=CC=C2)=O)=O)C=C1